1,3-dimethyl-7-(2-methylpropyl)-5-(2-oxo-2-piperidin-1-ylethyl)sulfanylpyrimido[4,5-d]pyrimidine-2,4-dione CN1C(N(C(C=2C1=NC(=NC2SCC(N2CCCCC2)=O)CC(C)C)=O)C)=O